COC1=CC2=C(OCCN2)C=C1N1N=C(C=2C=NC(=CC21)C=2C=NN1C2N=CC=C1)C(=O)NCCN1CCC(CC1)CC(=O)OCC ethyl 2-(1-(2-(1-(6-methoxy-3,4-dihydro-2H-benzo[b][1,4]oxazin-7-yl)-6-(pyrazolo[1,5-a]pyrimidin-3-yl)-1H-pyrazolo[4,3-c]pyridine-3-carboxamido)ethyl)piperidin-4-yl)acetate